(2R,4S)-N-(4-cyclopropylphenyl)-4-(trifluoromethyl)pyrrolidine-2-carboxamide hydrochloride Cl.C1(CC1)C1=CC=C(C=C1)NC(=O)[C@@H]1NC[C@H](C1)C(F)(F)F